C(C)(=O)N1CCC2(CC2C(=O)N2C(CC(C2)F)C(=O)NC(C2=CC=C(C=C2)C(C)C)C2=CC=CC=C2)CC1 1-{6-acetyl-6-azaspiro[2.5]octane-1-carbonyl}-4-fluoro-N-{phenyl-[4-(propan-2-yl)phenyl]methyl}pyrrolidine-2-carboxamide